1-phenylhexa-4,5-dien-3-ol C1(=CC=CC=C1)CCC(C=C=C)O